1-(2-chlorophenyl)-N-[4-(2,4-dioxo-7-hydroxy-1H-benzo[1,2-b][1,4]diazepine-1-Yl)phenyl]methanesulfonamide ClC1=C(C=CC=C1)CS(=O)(=O)NC1=CC=C(C=C1)N1C2=C(NC(CC1=O)=O)C=C(C=C2)O